methyl 3-(3-(2H-benzotriazol-2-yl)-5-t-butyl-4-hydroxyphenyl)propionate N=1N(N=C2C1C=CC=C2)C=2C=C(C=C(C2O)C(C)(C)C)CCC(=O)OC